Methanedisulfonic acid potassium [K].C(S(=O)(=O)O)S(=O)(=O)O